COC1=CC=C(C2=CC=CC=C12)S(=O)(=O)NC1=C(C=CC=C1)C#CC=1C=CC=NC1 5-{2-[2-(4-Methoxynaphthalin-1-sulfonamido)phenyl]ethynyl}pyridin